{2-hydroxy-2-[3-(trifluoromethyl)phenyl]ethyl}-5-(2-methylphenyl)-octahydrocyclopenta[c]pyrrol-5-ol OC(CC1NCC2C1CC(C2)(O)C2=C(C=CC=C2)C)C2=CC(=CC=C2)C(F)(F)F